2,5-diisocyanatom-xylylene diisocyanate N(=C=O)C1=C(C=C(C=C1CN=C=O)N=C=O)CN=C=O